4-(3-chloro-10,11-dihydro-5H-dibenzo[b,f]azepin-5-yl)butan-1-amine ClC=1C=CC2=C(N(C3=C(CC2)C=CC=C3)CCCCN)C1